FC1=C(C=CC(=C1)I)NC1=C(C=2C(=NC(=CC2)C)S1)C(=O)NOCCO 2-((2-fluoro-4-iodophenyl)amino)-N-(2-hydroxyethoxy)-6-methylthieno[2,3-b]pyridine-3-carboxamide